1-(1-methyl-6-(4-((3-((4-((5-(trifluoro-methyl)pyrimidin-2-yl)amino)piperidin-1-yl)sulfonyl)benzyl)amino)piperidin-1-yl)-1H-indazol-3-yl)dihydropyrimidine-2,4(1H,3H)-dione CN1N=C(C2=CC=C(C=C12)N1CCC(CC1)NCC1=CC(=CC=C1)S(=O)(=O)N1CCC(CC1)NC1=NC=C(C=N1)C(F)(F)F)N1C(NC(CC1)=O)=O